BrC=1C=C(C=CC1)NC(\C=C\C1=CNC2=CC=CC(=C12)C)=O (E)-N-(3-bromophenyl)-3-(4-methyl-1H-indol-3-yl)acrylamide